OC=1C=C(C=CC1)C=CC(=O)C1=CC=CC=C1 3-(3-Hydroxy-phenyl)-1-phenyl-prop-2-en-1-one